CCCCCCCCC(CCCCCCCC)OC(CCCCCN(CCCCCCC(=O)OCCCCCCC)CCO)=O Heptyl 7-((6-(heptadecan-9-yloxy)-6-oxohexyl)(2-hydroxyethyl)amino)-heptanoate